14-HYDROXYMORPHINON O[C@@]12C=CC([C@H]3[C@]14C=1C(=C(C=CC1C[C@H]2N(C)CC4)O)O3)=O